OC1=C(C(N(C2=CC=CC=C12)CC1=CC=CC=C1)=O)C(=O)NCC(=O)O N-[[4-Hydroxy-2-oxo-1-(phenylmethyl)-1,2-dihydro-3-quinolinyl]carbonyl]glycine